5-{[(tert-butoxy) carbonyl] amino}-2-methylpentan-2-yl piperidine-4-carboxylate N1CCC(CC1)C(=O)OC(C)(CCCNC(=O)OC(C)(C)C)C